CC=1NC2=CC=CC=C2C1CCNC1CCC2=CC(=CC=C12)/C=C/C(=O)OC methyl ((E)-3-(1-((2-(2-methyl-1H-indol-3-yl) ethyl) amino)-2,3-dihydro-1H-inden-5-yl) acrylate)